COC(=O)[C@]1(N[C@H]([C@]([C@@H]1C1=CC=C(C=C1)OC)([N+](=O)[O-])C)C1=CC=CC=C1)C (2S,3R,4S,5S)-3-(4-methoxyphenyl)-2,4-dimethyl-4-nitro-5-phenylpyrrolidine-2-carboxylic acid methyl ester